Nε-CBZ-L-lysine-d3 C(=O)(OCC1=CC=CC=C1)NCCCC[C@](N([2H])[2H])(C(=O)O)[2H]